N-{5-[1-(5-Amino-[1,3,4]thiadiazol-2-yl)-piperidin-4-yloxy]-[1,3,4]thiadiazol-2-yl}-2-phenyl-acetamide NC1=NN=C(S1)N1CCC(CC1)OC1=NN=C(S1)NC(CC1=CC=CC=C1)=O